ethoxyvinyl borate B(OC=COCC)([O-])[O-]